CC1=NOC(=C1C=1C=CC(=C(C1)NC1=CC=C(C=C1)C1(CC1)C#N)C)C (4-((5-(3,5-dimethylisoxazol-4-yl)-2-methylphenyl)amino)phenyl)cyclopropane-1-carbonitrile